ClC1=C(C=C(C=C1)OC)C1=CC2=C(N=C(N=C2)S(=O)(=O)C)N2C1=NN=C2 6-(2-chloro-5-methoxyphenyl)-2-(methylsulfonyl)-[1,2,4]triazolo[4',3':1,6]pyrido[2,3-d]pyrimidine